ClCC(=O)NC1=C(SC=C1C)C(=O)NC 3-(2-chloroacetamido)-N,4-dimethylthiophene-2-carboxamide